C1(CC1)[C@H]([C@@H](C(=O)O)C)C1=CC(=CC=C1)OC(C1=CC(=C(C=C1)C1=CC(=NC=C1F)OC)CN(C(C)C)CC)=O (2S,3R)-3-cyclopropyl-3-(3-((3-((ethyl(isopropyl)amino)methyl)-4-(5-fluoro-2-methoxypyridin-4-yl)benzoyl)oxy)phenyl)-2-methylpropanoic acid